C(C)(C)(C)OC(CC1=CC=C(C=C1)NC1=C(N=NC(=C1)C1=C(C=CC=C1F)F)C(=O)OC)=O Methyl 4-((4-(2-tert-butoxy-2-oxoethyl)phenyl)amino)-6-(2,6-difluorophenyl)pyridazine-3-carboxylate